FC1=CC=C(C2=C1CCO2)C2C(OC(C2C)(C(F)(F)F)C)C(=O)NC=2C=C1CNC(C1=CC2)=O 3-(4-fluoro-2,3-dihydrobenzofuran-7-yl)-4,5-dimethyl-N-(1-oxoisoindolin-5-yl)-5-(trifluoromethyl)tetrahydrofuran-2-carboxamide